N-methyl-6-(trifluoromethyl)pyrimidine-2,4(1H,3H)-dione CN1C(NC(C=C1C(F)(F)F)=O)=O